6-chloro-3-methyl-3-(trifluoromethyl)-2H-imidazo[1,5-a]pyridine-1,5-dione ClC1=CC=C2N(C1=O)C(NC2=O)(C(F)(F)F)C